(Z)-5-((dimethylamino)methylene)-2,2-dimethylcyclopentane-1-one CN(C)\C=C/1\CCC(C1=O)(C)C